C(C1=CC=CC=C1)(=O)[C@H]1[C@@H](C12C(C1=CC=CC=C1C2=O)=O)C2=CC=C(C=C2)SC (2S,3R)-2-benzoyl-3-(p-methylthiophenyl)spiro[cyclopropane-1,2'-indene]-1',3'-dione